C(C)OC1N(C2=CC=CC=C2C=C1)C(=O)OCC ethyl 2-ethoxy-2H-quinoline-1-carboxylate